OC=1C=C(C=CC1)C1=C(C=CC=C1)CN1CCNCC1 4-[[2-(3-Hydroxyphenyl)phenyl]methyl]piperazin